ClC1=CC(=NC(=N1)SC)N1N=NC2=C1C=CC(=C2)OC 1-[6-chloro-2-(methylsulfanyl)pyrimidin-4-yl]-5-methoxy-1,2,3-benzotriazole